O=C1CC(CC1)C(=O)OCC ethyl 2-oxocyclopentane-5-carboxylate